dimethylaminotriethoxysilane CN(C)[Si](OCC)(OCC)OCC